ClC=1C=NC=C(C1C(C)OC=1C=C2C(=NNC2=CC1)C(=O)NC1=NC=C(C=C1)N1C[C@@H](N[C@H](C1)C)C)Cl |&1:32| 5-(1-(3,5-dichloropyridin-4-yl)ethoxy)-N-(5-((3S,SR)-3,5-dimethylpiperazin-1-yl)pyridin-2-yl)-1H-indazole-3-carboxamide